1-((4-((5-Cyclopropyl-3-(2,6-dichlorophenyl)isoxazol-4-yl)methoxy)bicyclo[2.2.2]octan-1-yl)methyl)-1H-pyrazol C1(CC1)C1=C(C(=NO1)C1=C(C=CC=C1Cl)Cl)COC12CCC(CC1)(CC2)CN2N=CC=C2